N,N'-di-tert-butoxycarbonyl-N'-(4-iodobenzyl)guanidine C(C)(C)(C)OC(=O)NC(=N)N(CC1=CC=C(C=C1)I)C(=O)OC(C)(C)C